CC1=C(C=NC=2OCCNC21)N2CC=1N=C(N=CC1CC2)NC2=CC=C(C=C2)CN2CCCC2 7-{8-methyl-1H,2H,3H-pyrido[2,3-b][1,4]oxazin-7-yl}-N-{4-[(pyrrolidin-1-yl)methyl]phenyl}-5H,6H,7H,8H-pyrido[3,4-d]pyrimidin-2-amine